ethylene glycol menthyl-formate C1(CC(C(CC1)C(C)C)C(=O)OCCO)C